2-(furan-3-yl)-4-nitropyridine O1C=C(C=C1)C1=NC=CC(=C1)[N+](=O)[O-]